NC1=NN=C(O1)CN(C(C(OC1=C(C(=CC(=C1)F)F)C(C([2H])([2H])[2H])([2H])[2H])([2H])[2H])=O)CC1=C(C=C(C=C1)C#N)F [(5-amino-1,3,4-oxadiazol-2-yl)methyl]-N-[(4-cyano-2-fluoro-phenyl)methyl]-2,2-dideuterio-2-[3,5-difluoro-2-(1,1,2,2,2-pentadeuterioethyl)phenoxy]acetamide